2-[1-[4-[4-(cyclopropylmethoxy)-5-fluoro-pyrimidin-2-yl]-2,6-difluoro-phenyl]-4-piperidinyl]acetic acid C1(CC1)COC1=NC(=NC=C1F)C1=CC(=C(C(=C1)F)N1CCC(CC1)CC(=O)O)F